5-Amino-3-(pyridin-4-yl)-1-((2-(trimethylsilyl)ethoxy)methyl)-1H-pyrazole-4-carbonitrile NC1=C(C(=NN1COCC[Si](C)(C)C)C1=CC=NC=C1)C#N